FC1=CC=C(C=C1)C1=C(N=C(C2=CC3=C(C=C12)C=NN3)OC3CC(C3)C(=O)O)C(C)C 3-[[5-(4-fluorophenyl)-6-isopropyl-1H-pyrazolo[4,3-g]isoquinolin-8-yl]oxy]cyclobutanecarboxylic acid